OCC(=O)N1CCC(CC1)COC1=C(C=C(C=C1)S(=O)(=O)NC(C1=CC=CC=C1)=O)[N+](=O)[O-] N-((4-((1-(2-hydroxyacetyl)piperidin-4-yl)methoxy)-3-nitrophenyl)sulfonyl)benzamide